C(C)(C)(C)OC(=O)N1CC=CC1 3-pyrroline-1-carboxylic acid tert-butyl ester